C(CCC)NC=1C2=C(N=C(N1)N)C(=NN2CC2=C(C=C(C=C2)C(=O)N2[C@H]1CN([C@@H](C2)C1)C)OC)C N7-butyl-1-({2-methoxy-4-[(1R,4R)-5-methyl-2,5-diazabicyclo-[2.2.1]heptane-2-carbonyl]phenyl}-methyl)-3-methyl-1H-pyrazolo[4,3-d]pyrimidine-5,7-diamine